C(#N)C1N(CC(C1)(F)F)C(CC1=C(C2=CC=CC=C2C=C1)C(=O)N)=O (2-(2-cyano-4,4-difluoropyrrolidin-1-yl)-2-oxoethyl)-1-naphthamide